ClC1=C(C(=CC=C1Cl)F)[C@H](NC(=O)[C@@H]1C[C@]2(CN(C(N2)=O)C)CC1)C1(CCCC1)C (5S,7S)-N-((R)-(2,3-dichloro-6-fluorophenyl)(1-methylcyclopentyl)methyl)-3-methyl-2-oxo-1,3-diazaspiro[4.4]nonane-7-carboxamide